C[N+](CCS(=O)(=O)[O-])(CCOC(C(=C)C)=O)C Dimethyl(2-methacryloyloxyethyl)(2-sulfonatoethyl)aminium